C1(=CC=CC=C1)C1=NN2C(NC(C(C2=O)C=2C=C3C=CC=NC3=CC2)=O)=C1C1=CC=CC=C1 2,3-diphenyl-6-(quinolin-6-yl)pyrazolo[1,5-a]Pyrimidine-5,7(4H,6H)-dione